5,6,7,8-tetrahydrophthalazine C1=NN=CC=2CCCCC12